C(CCC)S(=O)(=O)NC1=C(C(=O)N[C@H](CC)C=2C=NC(=CC2)OC)C=CC=C1 2-(butylsulfonylamino)-N-[(1R)-1-(6-methoxy-3-pyridyl)propyl]-benzamide